C1(CCCCC1)C1=CC=C(CN(C(=O)[C@@H]2N(CC2)S(=O)(=O)C2=C(C(=C(C(=C2F)F)F)F)F)C=2OC=C(N2)C(=O)OCC2=CC=CC=C2)C=C1 benzyl (R)-2-(N-(4-cyclohexylbenzyl)-1-((perfluorophenyl)sulfonyl)azetidine-2-carboxamido)oxazole-4-carboxylate